C=1N=C(N2C1C=CC=C2)C(=O)[O-] imidazo[3,4-a]pyridine-3-carboxylate